N-[(1R,3s,5S)-8-Azabicyclo[3.2.1]octan-3-yl]-N-methyl-5-[4-(1H-pyrazol-4-yl)-1H-imidazol-1-yl][1,3]thiazolo[5,4-d][1,3]thiazol-2-amin Hydrochlorid Cl.[C@H]12CC(C[C@H](CC1)N2)N(C=2SC=1N=C(SC1N2)N2C=NC(=C2)C=2C=NNC2)C